C(C1=CC=BC=C1)N1C=NC2=C1C=CC(=C2)C(=O)O 1-(4-borabenzyl)-1H-benzo[d]imidazole-5-carboxylic acid